C1(=CCCCC1)C1=C(N(N2C1=NC(=C(C2=O)C2=CC=C(C=C2)OC)C)COC)C2=CC=CC=C2 3-cyclohexenyl-1-(methoxymethyl)-6-(4-methoxyphenyl)-5-methyl-2-phenylpyrazolo[1,5-a]pyrimidin-7(1H)-one